[O-2].[O-2].[O-2].[Er+3].[Er+3] dierbium trioxide